N[C@@H]1CN(C[C@H]1O)C=1C=C2CN3[C@@H](C2=CC1)CN(C[C@H]3C)C3=C1C=CC=NC1=C(C=C3)C#N 5-[(4R,10bS)-8-[trans-3-amino-4-hydroxy-pyrrolidin-1-yl]-4-methyl-3,4,6,10b-tetrahydro-1H-pyrazino[2,1-a]isoindol-2-yl]quinoline-8-carbonitrile